BrC1=CC=C2C=C(C=NC2=C1)C1CCNCC1 7-bromo-3-(4-piperidyl)quinoline